6-(2-chloro-6-fluorophenyl)-2-[(2'-methyl-2',3'-dihydro-1'H-spiro[cyclopropane-1,4'-isoquinolin]-7'-yl)amino]pyrido[2,3-d]pyrimidin-5(8H)-one ClC1=C(C(=CC=C1)F)C=1C(C2=C(N=C(N=C2)NC2=CC=C3C4(CN(CC3=C2)C)CC4)NC1)=O